3-[4-(2,6-dihydroxymorpholin-4-yl)phenyl]piperidine-2,6-dione OC1CN(CC(O1)O)C1=CC=C(C=C1)C1C(NC(CC1)=O)=O